neodymium iron boron [B].[Fe].[Nd]